[2,4-dihydroxy-6-(2-pyridylmethoxy)phenyl]-pyrrolidin-1-yl-methanone OC1=C(C(=CC(=C1)O)OCC1=NC=CC=C1)C(=O)N1CCCC1